3-Fluoro-5-((6-(3-methylisoxazol-4-yl)-1-oxoisoquinolin-2(1H)-yl)methyl)-N-(2-morpholinoethyl)benzamide FC=1C=C(C(=O)NCCN2CCOCC2)C=C(C1)CN1C(C2=CC=C(C=C2C=C1)C=1C(=NOC1)C)=O